FC1=C(N)C=CC(=C1)OC1=CC(=NC=C1)CN1CCOCC1 2-fluoro-4-((2-(morpholinomethyl)pyridin-4-yl)oxy)aniline